2-(2-((7-(3-(aminomethyl)phenyl)benzofuran-5-yl)methoxy)-4-((diethoxyphosphorylamino)methyl)phenyl)acetic acid NCC=1C=C(C=CC1)C1=CC(=CC=2C=COC21)COC2=C(C=CC(=C2)CNP(=O)(OCC)OCC)CC(=O)O